2-[(3S,6E,10E)-3-hydroxy-3,7,11,15-tetramethyl-6,10,14-hexadecatrien-1-yl]-3,5,6-trimethyl-2,5-cyclohexadiene-1,4-dione O[C@](CCC=1C(C(=C(C(C1C)=O)C)C)=O)(CC\C=C(\CC\C=C(\CCC=C(C)C)/C)/C)C